COC1=CC=C(C=C1)N1N=NC(=C1C)CO [1-(4-methoxy-phenyl)-5-methyl-1H-[1,2,3]Triazol-4-yl]-methanol